3-(4-((2-iodo-1-(2,2,2-trifluoroethyl)4H-indol-4-yl)amino)piperidin-1-yl)propane-1,2-diol IC1N(C2=CC=CC(C2=C1)NC1CCN(CC1)CC(CO)O)CC(F)(F)F